1-(4-hydroxyphenyl)-3-(thiophen-2-yl)-2-propen-1-one OC1=CC=C(C=C1)C(C=CC=1SC=CC1)=O